FC1(CC=2C3=C(C(NC2[C@@](C1)(C)OC)=O)SC(=C3)C=3C=NNC3)F (S)-8,8-difluoro-6-methoxy-6-methyl-2-(1H-pyrazol-4-yl)-6,7,8,9-tetrahydrothieno[2,3-c]quinolin-4(5H)-one